7-chloroquinolin ClC1=CC=C2C=CC=NC2=C1